N-(9H-carbazol-9-yl)benzamide C1=CC=CC=2C3=CC=CC=C3N(C12)NC(C1=CC=CC=C1)=O